aminosulfonamide formate C(=O)O.NS(=O)(=O)N